(R)-2-((1-(1-methyl-5-nitro-1H-benzo[d]imidazol-2-yl)piperidin-3-yl)amino)thiazole-5-carbonitrile CN1C(=NC2=C1C=CC(=C2)[N+](=O)[O-])N2C[C@@H](CCC2)NC=2SC(=CN2)C#N